FC1=C(C(=O)NC2=C(C=C(C(=C2)F)Cl)F)C(=CC=C1)F 2,6-difluoro-N-(4-chloro-2,5-difluoro-phenyl)benzamide